N-(3-methylpentyl)decane-1,10-diamine CC(CCNCCCCCCCCCCN)CC